C(=O)O.C(#N)C=1C(=C(C=CC1N1CCC(CC1)NCC1=CC=C(C=C1)/C=C/C(=O)NO)C1=CC(=C(C=C1)OC)O)C=1C=NC(=CC1)C#N (E)-3-(4-(((1-(3-cyano-2-(6-cyanopyridin-3-yl)-3'-hydroxy-4'-methoxy-[1,1'-Biphenyl]-4-yl)piperidin-4-yl)amino)methyl)phenyl)-N-hydroxyacrylamide formate